NCCOCCOCCOCCOC1=CC=CC(=N1)OCCOCCOCCOCCN 2-(2-(2-(2-(6-(2-(2-(2-(2-aminoethoxy)ethoxy)ethoxy)ethoxy)pyridin-2-yloxy)ethoxy)ethoxy)ethoxy)ethanamine